C(C)(C)(C)OC(=O)N1CCC(CC1)CN N-(tert-Butoxycarbonyl)-4-aminomethylpiperidine